CN1N=CC2=C1N=C(N(C2=O)C)C 1,5,6-trimethyl-1,5-dihydro-4H-pyrazolo[3,4-d]pyrimidine-4-one